4-(4-methyl-4H-1,2,4-triazole-3-yl)piperidine CN1C(=NN=C1)C1CCNCC1